(E)-N-((2-(2,6-dioxopiperidin-3-yl)-1-oxoisoindolin-5-yl)methyl)-3-(4-fluorophenyl)-2-(methoxyimino)propionamide O=C1NC(CCC1N1C(C2=CC=C(C=C2C1)CNC(/C(/CC1=CC=C(C=C1)F)=N/OC)=O)=O)=O